2-[1-[4-(2-cyclopentylsulfanyl-3-pyridyl)-2,6-difluoro-phenyl]-4-piperidinyl]acetic acid C1(CCCC1)SC1=NC=CC=C1C1=CC(=C(C(=C1)F)N1CCC(CC1)CC(=O)O)F